COC1=C(C(=O)OC)C=C(C(=N1)C1=CC=CC=C1)OC methyl 2,5-dimethoxy-6-phenylnicotinate